1-(2-chlorophenyl)-7-cyclopropylquinazoline-2,4(1H,3H)-dione ClC1=C(C=CC=C1)N1C(NC(C2=CC=C(C=C12)C1CC1)=O)=O